lithium (2S)-aziridine-2-carboxylate N1[C@@H](C1)C(=O)[O-].[Li+]